ClC1=CC=C(C(=N1)F)C1CC(C1)N(C(OC(C)(C)C)=O)COC tert-butyl (3-(6-chloro-2-fluoropyridin-3-yl)cyclobutyl)(methoxymethyl)carbamate